N-((S)-chroman-4-yl)-3-(((R)-3-(5-(pyridin-4-yl)-4H-1,2,4-triazol-3-yl)pyrrolidin-3-yl)amino)benzamide O1CC[C@@H](C2=CC=CC=C12)NC(C1=CC(=CC=C1)N[C@]1(CNCC1)C1=NN=C(N1)C1=CC=NC=C1)=O